CN1C[C@@]2(C[C@@H]2C1=O)C=O (1S,5S)-3-methyl-4-oxo-3-azabicyclo[3.1.0]hexane-1-carbaldehyde